5-methoxy-N-(quinolin-8-yl)pyridine-2-sulfonamide COC=1C=CC(=NC1)S(=O)(=O)NC=1C=CC=C2C=CC=NC12